6-(4-isopropyl-3-(5-(1-isopropylpiperidin-4-yl)pyrazin-2-yl)-1H-pyrazol-5-yl)-8-methoxy-[1,2,4]triazolo[1,5-a]pyridine C(C)(C)C=1C(=NNC1C=1C=C(C=2N(C1)N=CN2)OC)C2=NC=C(N=C2)C2CCN(CC2)C(C)C